dodecyl propionate sulfate S(=O)(=O)(O)O.C(CC)(=O)OCCCCCCCCCCCC